COC1=CC=2C(=C3C(=NC2C=C1C(F)(F)F)CCC3)NC3CCN(CC3)CCOC N-[7-methoxy-6-(trifluoromethyl)-1H,2H,3H-cyclopenta[b]quinolin-9-yl]-1-(2-methoxyethyl)piperidin-4-amine